methyl-titanium (iv) tri-t-butoxide CC(C)(C)[O-].CC(C)(C)[O-].CC(C)(C)[O-].C[Ti+3]